N-isobutyl-(3-hydroxypropyl)amine C(C(C)C)NCCCO